[I-].[SH2]=N sulfimide iodide